(9H-fluoren-9-yl)methyl (S)-(12-benzyl-1-(4-nitrophenoxy)-1,8,11,14,17-pentaoxo-2,5-dioxa-7,10,13,16-tetraazaoctadecan-18-yl)carbamate C(C1=CC=CC=C1)[C@@H](C(NCC(NCOCCOC(=O)OC1=CC=C(C=C1)[N+](=O)[O-])=O)=O)NC(CNC(CNC(OCC1C2=CC=CC=C2C=2C=CC=CC12)=O)=O)=O